tert-butyl 3-(((2-(2,6-dioxopiperidin-3-yl)-1,3-dioxoisoindolin-5-yl)amino)methyl)-pyrrolidine-1-carboxylate O=C1NC(CCC1N1C(C2=CC=C(C=C2C1=O)NCC1CN(CC1)C(=O)OC(C)(C)C)=O)=O